1-(2-amino-6-bromoimidazo[1,2-a]pyridin-3-yl)ethan-1-one NC=1N=C2N(C=C(C=C2)Br)C1C(C)=O